C(C)(C)(C)O[C@H](C(=O)O)C1=C(C2=C(N=C(S2)C=2C=C3C(=NN(C3=CC2)C)N2C[C@H](CC2)N(C)C)C=C1C)C1=CC=C(C=C1)Cl (S)-2-(tert-butoxy)-2-(7-(4-chlorophenyl)-2-(3-((S)-3-(dimethylamino)pyrrolidin-1-yl)-1-methyl-1H-indazol-5-yl)-5-methylbenzo[d]thiazol-6-yl)acetic acid